α,α-dimethyl-β-propiolactone CC1(C(=O)OC1)C